6-(4-tert-butylphenyl)nicotinic acid methyl ester COC(C1=CN=C(C=C1)C1=CC=C(C=C1)C(C)(C)C)=O